C(C)O[C@@H]1CC[C@H](CC1)N1N=C(C(=C1)NC(=O)C=1N=C(SC1)C=1C=NNC1)C1=NC=CC=N1 N-(1-(trans-4-ethoxycyclohexyl)-3-(pyrimidin-2-yl)-1H-pyrazol-4-yl)-2-(1H-pyrazol-4-yl)thiazole-4-carboxamide